2,7-di(4-nitrophenoxy)naphthalene tri-(isopropylphenyl)-phosphate C(C)(C)C1=C(C=CC=C1)OP(=O)(OC1=C(C=CC=C1)C(C)C)OC1=C(C=CC=C1)C(C)C.[N+](=O)([O-])C1=CC=C(OC2=CC3=CC(=CC=C3C=C2)OC2=CC=C(C=C2)[N+](=O)[O-])C=C1